ClC1=CC=CC(=N1)C1CNCCC1O 3-(6-chloropyridin-2-yl)piperidin-4-ol